C(N)(=N)C=1C=C(SC1)[C@@H](C)NC(=O)[C@H]1N(C[C@@H](C1)OC(F)F)C(CNC(=O)C1=CC=2C(C3=CC=CC=C3C2C=C1)(F)F)=O (2S,4R)-N-((R)-1-(4-carbamimidoylthiophen-2-yl)ethyl)-1-((9,9-difluoro-9H-fluorene-2-carbonyl)glycyl)-4-(difluoromethoxy)pyrrolidine-2-carboxamide